N,N-diethyl-N-(2-methoxyethyl)-N-methylammonium methyl-carbonate COC([O-])=O.C(C)[N+](C)(CCOC)CC